FC1(CCC(CC1)C1=CC(=C(CNC(C=C)=O)C=C1)C1=NN(C=C1)C)F N-(4-(4,4-difluorocyclohexyl)-2-(1-methyl-1H-pyrazol-3-yl)benzyl)acrylamide